C1(=C(C=CC=C1)N1C(SC=C1)=N)C 3-(o-tolyl)thiazol-2(3H)-imine